(N-[4-Amino-5-[4-[2-(methoxyamino)-2-oxoethoxy]benzoyl]thiazol-2-yl]-4-fluoroanilino)propanamid NC=1N=C(SC1C(C1=CC=C(C=C1)OCC(=O)NOC)=O)N(C1=CC=C(C=C1)F)C(C(=O)N)C